COC(C1=C(N=CC(=C1C)N)OC1=C(C=C(C=C1)C#N)OC)=O 5-amino-2-(4-cyano-2-methoxyphenoxy)-4-methylnicotinic acid methyl ester